4,5-diiodo-1-butyl-3-methylimidazolium 3-iodobenzenesulfonate IC=1C=C(C=CC1)S(=O)(=O)[O-].IC=1[N+](=CN(C1I)CCCC)C